C(C)(C)(C)OC(=O)N1CCC2(CC2(F)F)CC1 1,1-difluoro-6-azaspiro[2.5]octane-6-carboxylic acid tert-butyl ester